BrC=1C=CC=2C(C3=CC=CC=C3OC2C1)(C1=CC=CC=C1)C1=CC=CC=C1 3-Bromo-9,9-diphenyl-9H-xanthene